(4-chloro-2-fluorophenyl)zinc (II) iodide [I-].ClC1=CC(=C(C=C1)[Zn+])F